N[C@](COC=1C=CC(=NC1Cl)C1=CC(=NC=C1)NC(OC)=O)(CC(C)C)C (S)-methyl (5-((2-amino-2,4-dimethylpentyl)oxy)-6-chloro-[2,4'-bipyridin]-2'-yl)carbamate